OC1=C(C(=CC=C1)O)C1(CC1)C(=O)OC methyl 1-(2,6-dihydroxyphenyl)cyclopropanecarboxylate